4-Amino-5-chloro-N-[2-(diethyl-amino)ethyl]-2-methoxybenzamide NC1=CC(=C(C(=O)NCCN(CC)CC)C=C1Cl)OC